Ethyl 2-[17-[bis(tert-butoxycarbonyl)amino]-6-hydroxy-6,15-bis(trifluoromethyl)-19-oxa-3,4,13,18-tetrazatricyclo[12.3.1.12,5]nonadeca-1(18),2,4,14,16-pentaen-13-yl]acetate C(C)(C)(C)OC(=O)N(C1=CC(=C2N(CCCCCCC(C3=NN=C(C1=N2)O3)(C(F)(F)F)O)CC(=O)OCC)C(F)(F)F)C(=O)OC(C)(C)C